O=C(/C=C/C=1C=CC(=C(C1)C(C(=O)[O-])(CCC)CCC)OC)CC(\C=C\C=1C=CC(=C(C1)C(C(=O)[O-])(CCC)CCC)OC)=O ((1E,6E)-3,5-dioxohepta-1,6-dien-1,7-diyl)bis(2-methoxy-5,1-phenylene)bis(2-propylpentanoate)